(E)-N-(5-(3-(1-((5-cyclopropyl-1H-pyrazol-3-yl)amino)-1-oxopropan-2-yl)phenyl)pyridin-2-yl)-4-morpholinobut-2-enamide C1(CC1)C1=CC(=NN1)NC(C(C)C=1C=C(C=CC1)C=1C=CC(=NC1)NC(\C=C\CN1CCOCC1)=O)=O